C(C)(C)(C)NC(C=C)(C)C N-tertiary butyl-1,1-dimethyl-allylamine